(3-fluoro-5-(trifluoromethyl)benzyl)-3-hydrazinopyridazine FC=1C=C(CC2=C(N=NC=C2)NN)C=C(C1)C(F)(F)F